C1(=NC=CC2=CC=CC=C12)C(C)(C)NC(C[C@@H]1N(CCC1)C(=O)OC(C)(C)C)=O tert-butyl (R)-2-(2-((2-(isoquinolin-1-yl)propan-2-yl)amino)-2-oxoethyl)pyrrolidine-1-carboxylate